ClC=1C=C(C=CC1)[C@@]1(OCC1)CN [(2R)-2-(3-chlorophenyl)oxetan-2-yl]methanamine